1-oxo-3-(4-(trifluoromethyl)phenyl)-1,2-dihydroisoquinoline-6-carboxylic acid O=C1NC(=CC2=CC(=CC=C12)C(=O)O)C1=CC=C(C=C1)C(F)(F)F